[Na+].C(C)[NH+](C1=CC(=CC(=C1)C)C)CC(CS(=O)(=O)O)O N-ethyl-N-(2-hydroxy-3-sulfopropyl)-3,5-dimethylanilinium sodium salt